ClC1=C2C(=NC(=C1)C=1C=NN(C1)C)C(=CS2)C2=CC=NC=C2 7-chloro-5-(1-methyl-1H-pyrazol-4-yl)-3-(pyridin-4-yl)thieno[3,2-b]pyridine